bis((S)-octan-2-yl) 3,3''-difluoro-[1,1':4',1''-terphenyl]-4,4''-dicarboxylate FC=1C=C(C=CC1C(=O)O[C@@H](C)CCCCCC)C1=CC=C(C=C1)C1=CC(=C(C=C1)C(=O)O[C@@H](C)CCCCCC)F